CC=1N=C(C(=NC1C=1C2=C(C=NC1)N(C=N2)C)C(=O)OC)NC2=CC=C(C=C2)N2CCOCC2 methyl 5-methyl-6-(3-methyl-3H-imidazo[4,5-c]pyridin-7-yl)-3-((4-morpholinophenyl)amino)pyrazine-2-carboxylate